CC(CC(=O)O)CC(CC(=O)O)C 3,5-dimethylpimelic acid